3-iodo-1-isopropyl-pyrazolo[4,3-c]pyridin-4-amine IC1=NN(C2=C1C(=NC=C2)N)C(C)C